C1(CC1)C=1C=CC(N(N1)C1=CC(=C(C=C1)OC)OC)=O 6-cyclopropyl-2-(3,4-dimethoxyphenyl)-3-oxo-pyridazine